(R)-2-(1-(2-(2-Cyanoethoxy)-2-(2-methoxyphenyl)ethyl)-5-methyl-2,4-dioxo-6-(2H-1,2,3-triazol-2-yl)-1,4-dihydrothieno[2,3-d]pyrimidin-3(2H)-yl)-N-isopropyl-2-methylpropanamid C(#N)CCO[C@@H](CN1C(N(C(C2=C1SC(=C2C)N2N=CC=N2)=O)C(C(=O)NC(C)C)(C)C)=O)C2=C(C=CC=C2)OC